CN(C1=C(C=CC=C1)NC1=CC=CC=C1)C dimethyl-phenyl-phenylenediamine